NC1=NC=2C=CC(=CC2C2=C1C=NN2C)C(=O)N(N(C)C(=O)C2CC2)CC2=NC=C(C=C2)C2CC2 4-amino-N'-(cyclopropanecarbonyl)-N-((5-cyclopropylpyridin-2-yl)methyl)-N',1-dimethyl-1H-pyrazolo[4,3-c]quinoline-8-carbohydrazide